Cl.FC=1C=C2C(=NC1)NC=C2CCN(C2CC2)C N-(2-(5-fluoro-1H-pyrrolo[2,3-b]pyridin-3-yl)ethyl)-N-methylcyclopropanamine hydrochloride